5-methoxy-2-(chloromethyl)benzo[d]oxazole COC=1C=CC2=C(N=C(O2)CCl)C1